The molecule is a member of the class of triazolopyridazines that is 6-(1-methylpyrazol-4-yl)[1,2,4]triazolo[4,3-b]pyridazine-3-thiol in which the thiol hydrogen is replaced by a quinolin-6-yl group. It has a role as a c-Met tyrosine kinase inhibitor and a nephrotoxic agent. It is a member of quinolines, a triazolopyridazine, a member of pyrazoles, a biaryl and an aryl sulfide. CN1C=C(C=N1)C2=NN3C(=NN=C3SC4=CC5=C(C=C4)N=CC=C5)C=C2